BrC1=C(C=C(C=C1)SC(F)(F)F)C 1-bromo-2-methyl-4-(trifluoromethylmercapto)benzene